N-(3-methylpentyl)dodecane-1,12-diamine CC(CCNCCCCCCCCCCCCN)CC